4-Amino-N-(5-methylisoxazol-3-yl)-N-(2-(((3R,6R,8aS,9R,10S,12R,12aR)-3,6,9-trimethyldecahydro-12H-3,12-epoxy[1,2]dioxepino[4,3-i]isochromen-10-yl)oxy)ethyl)benzenesulfonamide NC1=CC=C(C=C1)S(=O)(=O)N(CCO[C@H]1O[C@H]2[C@@]34C([C@@H](CC[C@H]3[C@H]1C)C)CC[C@@](OO4)(O2)C)C2=NOC(=C2)C